1-tetracosanol C(CCCCCCCCCCCCCCCCCCCCCCC)O